2-methyl-5-(1-methylvinyl)-cyclohexanone CC1C(CC(CC1)C(=C)C)=O